4-(3,4-Dinitrophenoxy)butan-1-amine [N+](=O)([O-])C=1C=C(OCCCCN)C=CC1[N+](=O)[O-]